Cl.F\C(=C/CN)\CN1C(=NC2=C1C=CC=C2C2=CC=C(C=C2)S(=O)(=O)N2CCOCC2)C (Z)-3-fluoro-4-(2-methyl-4-(4-(morpholinesulfonyl)phenyl)-1H-benzo[d]imidazol-1-yl)but-2-en-1-amine hydrochloride